C(C)(C)C12C(CC(CC1)C2)=O isopropylbicyclo[2.2.1]heptan-2-one